2-(2,5-dimethylpyrrol-1-yl)-3-methyl-6-(3-pyridylsulfanyl)benzimidazole-4-carbonitrile CC=1N(C(=CC1)C)C=1N(C2=C(N1)C=C(C=C2C#N)SC=2C=NC=CC2)C